CC(CN)C(=O)[O-] The molecule is a beta-amino acid anion that is the conjugate base of 3-aminoisobutyric acid, arising from deprotonation of the carboxy group. It has a role as a metabolite. It is a conjugate base of a 3-aminoisobutyric acid and a 3-aminoisobutanoic acid zwitterion.